C1(CCC(N1C(C(=O)[O-])(CCCC)SSC(C(=O)[O-])(CCCC)N1C(CCC1=O)=O)=O)=O dithiobis(succinimidyl hexanoate)